O1C2=C(OCC1)C(=CC=C2)CNCCC2(CCOC1(CCCC1)C2)C2=NC=CC=C2 N-((2,3-dihydrobenzo[b][1,4]dioxin-5-yl)methyl)-2-(9-(pyridin-2-yl)-6-oxaspiro[4.5]decan-9-yl)ethylamine